N-(4-(2-(3-(dimethylamino)azetidin-1-yl)-7-(8-ethynyl-7-fluoro-3-hydroxynaphthalen-1-yl)-8-fluoropyrido[4,3-d]pyrimidin-4-yl)-1,4-oxazepan-6-yl)acrylamide CN(C1CN(C1)C=1N=C(C2=C(N1)C(=C(N=C2)C2=CC(=CC1=CC=C(C(=C21)C#C)F)O)F)N2CCOCC(C2)NC(C=C)=O)C